Isopropyl (2S)-2-[[(2S)-2-amino-4-[5-[bis(2-chloroethyl)amino]-1-methyl-benzimidazol-2-yl]butanoyl]amino]-4-methyl-pentanoate dihydrochloride Cl.Cl.N[C@H](C(=O)N[C@H](C(=O)OC(C)C)CC(C)C)CCC1=NC2=C(N1C)C=CC(=C2)N(CCCl)CCCl